CCCCCCCCC/C=C\CCCCCCCC(=O)O[C@H](COC(=O)CCCCCCC/C=C\C/C=C\CCCC)COP(=O)([O-])OCC[N+](C)(C)C 1-(9Z,12Z-heptadecadienoyl)-2-(9Z-nonadecenoyl)-glycero-3-phosphocholine